N1=NC=C(C=C1)C=1SC=C(N1)C(=O)O 2-(pyridazin-4-yl)-1,3-thiazole-4-carboxylic acid